C(=O)O.ClC=1C=C(C=CC1C(=O)N1CCNCC1)NC(=O)C=1N(C(=CN1)C=1C(=NN(C1)CC(F)F)C(F)(F)F)C N-(3-chloro-4-(piperazine-1-carbonyl)phenyl)-5-(1-(2,2-difluoroethyl)-3-(trifluoromethyl)-1H-pyrazol-4-yl)-1-methyl-1H-imidazole-2-carboxamide formate